Anthral C1=CC=C2C=C3C(=CC2=C1)C=CC=C3C=O